C1(CC1)CN1C(CN(CC1)C(=O)OC(C)(C)C)=O tert-Butyl 4-(cyclopropylmethyl)-3-oxopiperazine-1-carboxylate